4-fluoro-6-formyl-6,7-dihydro-5H-cyclopenta[c]pyridine-1-carbonitrile FC=1C2=C(C(=NC1)C#N)CC(C2)C=O